BrC1=CC(=C(C=C1)S(=O)(=O)NCCOCCN(C)C)C 4-bromo-N-(2-(2-(dimethylamino)ethoxy)ethyl)-2-methylbenzenesulfonamide